O[C@H](CNC(=O)C1=CC(=NC=C1)C(=O)NC1=CC(=CC=C1)[C@H](C)SC1=NN=CN1C)C N4-((S)-2-hydroxypropyl)-N2-(3-((S)-1-((4-methyl-4H-1,2,4-triazol-3-yl)thio)ethyl)phenyl)pyridine-2,4-dicarboxamide